NC1=NC2=CC=CC(=C2C=N1)C=1C(=C(C=CC1F)N1C(C=CC(=C1)Cl)OC)F N-[3-(2-aminoquinazolin-5-yl)-2,4-difluorophenyl]-5-chloro-2-methoxypyridine